BrCC1=CC2=C(N(C(O2)=O)COCC[Si](C)(C)C)C=C1F 6-(bromomethyl)-5-fluoro-3-(2-trimethylsilylethoxymethyl)-1,3-benzoxazol-2-one